3-(benzyloxy)-5-bromo-2-(1,3-dioxolan-2-yl)phenol C(C1=CC=CC=C1)OC=1C(=C(C=C(C1)Br)O)C1OCCO1